FC1=C(C=C(C=C1)C=1CCN(CC1)CC1[C@H](C=CC=C1)CC1OCC1)OCC=1C=C2C=NN(C2=CC1)C (S)-2-((4-(4-fluoro-3-((1-methyl-1H-indazole-5-yl)methoxy)phenyl)-3,6-dihydropyridin-1(2H)-yl)methyl)-1-(oxetan-2-ylmethyl)-1H-benzene